3,4-Difluoro-6-iodothiophenol FC=1C=C(C(=CC1F)I)S